3-((3-isopropoxy-3-oxopropyl)amino)-7-(1-(piperidin-4-yl)-1H-pyrazol-4-yl)benzo[e][1,2,4]triazine-1,4-dioxide C(C)(C)OC(CCNC=1N=[N+](C2=C([N+]1[O-])C=CC(=C2)C=2C=NN(C2)C2CCNCC2)[O-])=O